C(C)N(CCCCCCCC(=O)NC=1C=2C3=C(C(N(C3=CC1)C1C(NC(CC1)=O)=O)=O)C=CC2)CC 8-(Diethylamino)-N-(1-(2,6-dioxopiperidin-3-yl)-2-oxo-1,2-dihydrobenzo[cd]indol-6-yl)octanamide